O=C1NC(CCC1N1C(C2=CC=C(C=C2C1)C(=O)N[C@@H](C(F)(F)F)C1=C(C=CC=C1)OC1=CC=CC=C1)=O)=O 2-(2,6-dioxopiperidin-3-yl)-1-oxo-N-((R)-2,2,2-trifluoro-1-(2-phenoxyphenyl)ethyl)isoindoline-5-carboxamide